4-(ISOPROPYL(METHYL)CARBAMOYL)PHENYLBORONIC ACID C(C)(C)N(C(=O)C1=CC=C(C=C1)B(O)O)C